ClC=1C(=CC2=C(NC(=N2)O[C@H]2[C@@H]3[C@H](OC2)[C@@H](CO3)O)C1)C1=CC=C(C=C1)C1=CC=C(C=C1)C(=O)NCC[N+]13CCN(CC1)CC3 1-(2-(4'-(6-chloro-2-(((3R,3aR,6R,6aR)-6-hydroxyhexahydrofuro[3,2-b]furan-3-yl)oxy)-1H-benzo[d]imidazol-5-yl)-[1,1'-biphenyl]-4-carboxamido)ethyl)-1,4-diazabicyclo[2.2.2]octan-1-ium